FC1=CC=C(OCC=2N=C3N(C=CC=N3)C2)C=C1 2-[(4-fluorophenoxy)methyl]imidazo[1,2-a]pyrimidine